BrC=1C=C(C=C2C1N(C(C21CCOCC1)=O)C)I 7-bromo-5-iodo-1-methyl-2',3',5',6'-tetrahydrospiro[indoline-3,4'-pyran]-2-one